C(C)OCC1(CC(N(C1)C(C)(C)C=1C=CC(=NC1)C)C)CCC=1SC(=CC1)F 5-(2-(4-(ethoxymethyl)-4-(2-(5-fluorothiophen-2-yl)ethyl)-2-methylpyrrolidin-1-yl)propan-2-yl)-2-methylpyridine